8-chloro-6-fluoro-4-hydroxy-5-methylquinolin-2(1H)-one ClC=1C=C(C(=C2C(=CC(NC12)=O)O)C)F